6-[6-(Difluoromethyl)pyridin-3-yl]-2-(3-fluorophenyl)-N-[(1S,2R)-2-hydroxycyclopentyl]-3-oxo-2,3-dihydropyridazine-4-carboxamide FC(C1=CC=C(C=N1)C=1C=C(C(N(N1)C1=CC(=CC=C1)F)=O)C(=O)N[C@@H]1[C@@H](CCC1)O)F